C(C)(C)(C)OC(=O)N1N=C(C2=NC(=CC(=C21)N2CCC(CC2)OC(=O)OC(C)(C)C)C(F)(F)F)Br 3-bromo-7-(4-((tert-butoxycarbonyl)oxy)piperidin-1-yl)-5-(trifluoromethyl)-1H-pyrazolo[4,3-b]Pyridine-1-carboxylic acid tert-butyl ester